3-cyano-7-ethoxy-2-oxo-1-phenyl-1,2-dihydro-1,8-naphthyridin-4-ylmethanesulfonate C(#N)C=1C(N(C2=NC(=CC=C2C1CS(=O)(=O)[O-])OCC)C1=CC=CC=C1)=O